[N+3].S(=O)(=O)=[N-].S(=O)(=O)=[N-].S(=O)(=O)=[N-] N-sulfonylamide nitrogen